1-(7-bromoquinoxaline-2-yl)-1-ethanone BrC1=CC=C2N=CC(=NC2=C1)C(C)=O